4-(trifluoro-methyl)-pyrazol FC(C=1C=NNC1)(F)F